(2-(3-(1-acetylpiperidin-4-yl)-4-(benzo[d]isothiazol-6-yl)-1H-indazol-1-yl)acetyl)glycylglycine C(C)(=O)N1CCC(CC1)C1=NN(C2=CC=CC(=C12)C1=CC2=C(C=NS2)C=C1)CC(=O)NCC(=O)NCC(=O)O